FC1(CCC(CC1)[C@@H](C(NC=1C=NN(C1)CC=1C(NC=CC1)=O)=O)NC(=O)C=1N(N=CC1)C(C)C)F N-[(1S)-1-(4,4-difluorocyclohexyl)-2-oxo-2-[[1-[(2-oxo-1H-pyridin-3-yl)methyl]pyrazol-4-yl]amino]ethyl]-2-isopropyl-pyrazole-3-carboxamide